FC(C)(C)C1=NC(=CC(=N1)NC1=CC(=NC=C1C1=NC(=NC=C1)C)NC(C)=O)C N-(4-((2-(2-fluoropropan-2-yl)-6-methylpyrimidin-4-yl)amino)-5-(2-methylpyrimidin-4-yl)pyridin-2-yl)acetamide